CNC(C(=O)NC1=CNC2=CC=C(C=C12)C=1C=NN(C1)C1=CC=C(C=C1)C(F)(F)F)=O N1-methyl-N2-(5-(1-(4-(trifluoromethyl)phenyl)-1H-pyrazol-4-yl)-1H-indol-3-yl)oxalamide